3-(4-(4-amino-3-(4-(4-fluorophenoxy)phenyl)-1H-pyrazolo[3,4-d]pyrimidin-1-yl)piperidin-1-yl)azetidine-1-carboxylic acid tert-butyl ester C(C)(C)(C)OC(=O)N1CC(C1)N1CCC(CC1)N1N=C(C=2C1=NC=NC2N)C2=CC=C(C=C2)OC2=CC=C(C=C2)F